(E)-1-phenyl-N-(4H-1,2,4-triazol-4-yl)methanimine C1(=CC=CC=C1)\C=N\N1C=NN=C1